4-(2-fluorobenzyl)-2-oxoimidazoline-1-carbonyl chloride FC1=C(CC2NC(N(C2)C(=O)Cl)=O)C=CC=C1